7-Methyl-5-{2-[4-(trifluoromethyl)phenyl]ethoxy}-1H-pyrrolo[3,2-b]pyridine CC1=C2C(=NC(=C1)OCCC1=CC=C(C=C1)C(F)(F)F)C=CN2